FC=1C=CC(=C(C1)C1=C(C=C(C=C1)C#N)C)OC=1C(=NC=NC1)N1CC2(CC1)CN(CC2)CC2=CC1=C(NC(N1)=O)C=C2 5'-fluoro-2-methyl-2'-((4-(7-((2-oxo-2,3-dihydro-1H-benzo[d]imidazol-5-yl)methyl)-2,7-diazaspiro[4.4]non-2-yl)pyrimidin-5-yl)oxy)-[1,1'-biphenyl]-4-carbonitrile